(S)-2-(2,2,7-trifluoro-3-oxo-6-(perfluorophenyl)-2,3-dihydro-4H-benzo[b][1,4]oxazin-4-yl)butanoic acid FC1(C(N(C2=C(O1)C=C(C(=C2)C2=C(C(=C(C(=C2F)F)F)F)F)F)[C@H](C(=O)O)CC)=O)F